COC1=C(CCN)C=C(C(=C1)CCC)OC 2,5-dimethoxy-4-propylphenethylamine